((2S,5R)-2,5-diethyl-4-(1-(quinoxalin-6-yl)ethyl)piperazin-1-yl)-4-methyl-2,4-dihydro-5H-pyrazolo[4,3-b]pyridin-5-one C(C)[C@@H]1N(C[C@H](N(C1)C(C)C=1C=C2N=CC=NC2=CC1)CC)N1N=C2C(N(C(C=C2)=O)C)=C1